NC(CO)C1COCC1 rac-2-amino-2-(tetrahydrofuran-3-yl)ethan-1-ol